OP(O)OP(O)O.C(C)(C)(CC(C)(C)C)C1=C(C(=CC(=C1)C)C(C)(C)CC(C)(C)C)C(O)(C(CO)(CO)CO)C1=C(C=C(C=C1C(C)(C)CC(C)(C)C)C)C(C)(C)CC(C)(C)C di(2,6-di-t-octyl-4-methylphenyl)pentaerythritol diphosphite